1-methyl-1H-pyrazolo[3,4-d]pyrimidine-6-carboxylic acid CN1N=CC=2C1=NC(=NC2)C(=O)O